sodium phosphonoaspartate P(=O)(O)(O)N[C@@H](CC(=O)[O-])C(=O)[O-].[Na+].[Na+]